NC12NC(=C(C(N1)(C=C2)O)NC=O)N etheno-2,6-diamino-4-hydroxy-5-formamidopyrimidine